1,2,3,4,8,9,10,11-octachloro-5,7,12,14-pentacenetetrone ClC1=C(C(=C(C=2C(C3=CC=4C(C5=C(C(=C(C(=C5C(C4C=C3C(C12)=O)=O)Cl)Cl)Cl)Cl)=O)=O)Cl)Cl)Cl